C(C=1C(O)=CC=CC1)=NCC(C)N=CC=1C(O)=CC=CC1 N,N'-disalicyliden-1,2-diaminopropane